FC(OC1=CC(=NN1)NC1=CN=CC(=N1)[C@H]1C[C@H](CC1)O)F (1S,3R)-3-(6-((5-(difluoromethoxy)-1H-pyrazol-3-yl)amino)pyrazin-2-yl)cyclopentan-1-ol